NC1=NN=C(S1)C1=CC=C(C=C1)C1=CC=NC=N1 6-[4-(5-Amino-[1,3,4]thiadiazol-2-yl)-phenyl]-pyrimidin